2-(2,4-Dioxotetrahydropyrimidin-1(2H)-yl)-5-((4-(5,6,7,8-tetrahydrobenzo[4,5]thieno[2,3-d]pyrimidin-4-yl)-3,6-dihydropyridin-1(2H)-yl)methyl)isoindoline-1,3-dione O=C1N(CCC(N1)=O)N1C(C2=CC=C(C=C2C1=O)CN1CCC(=CC1)C=1C2=C(N=CN1)SC1=C2CCCC1)=O